CC(C1C=CC2=CC=CC=C12)C3C=CC4=CC=CC=C34 bis(indenyl)ethane